C(C)(C)(C)C=1C=C(C=CC1)C(C(=O)N1CC2=C(N=C(NC2=O)C2(CC2)C=2SC=CC2)CC1)O 6-(2-(3-(tert-butyl)phenyl)-2-hydroxyacetyl)-2-(1-(thiophen-2-yl)cyclopropyl)-5,6,7,8-tetrahydropyrido[4,3-d]pyrimidin-4(3H)-one